N-(2-ethyl-5-(4-(piperazin-1-yl)quinazoline-6-yl)pyridin-3-yl)-2,4-difluorobenzenesulfonamide trifluoroacetate FC(C(=O)O)(F)F.C(C)C1=NC=C(C=C1NS(=O)(=O)C1=C(C=C(C=C1)F)F)C=1C=C2C(=NC=NC2=CC1)N1CCNCC1